CN1N=C(C2=CC=CC(=C12)N1CCN(CC1)C(=O)C1CCNCC1)C1C(NC(CC1)=O)=O 3-(1-methyl-7-(4-(piperidine-4-carbonyl)piperazin-1-yl)-1H-indazol-3-yl)piperidine-2,6-dione